N1C=CC2=CC(=CC=C12)CN[C@H]1[C@H](CCC1)OC=1C=C2CN(C(C2=CC1)=O)C1C(NC(CC1)=O)=O 3-(5-(((1S,2R)-2-(((1H-indol-5-yl)methyl)amino)cyclopentyl)oxy)-1-oxoisoindolin-2-yl)piperidine-2,6-dione